CC1=CC=C(N=N1)CNC=1C2=C(N=CN1)C=NC(=C2)C=2SC(=CN2)C N-[(6-Methylpyridazin-3-yl)methyl]-6-(5-methylthiazol-2-yl)pyrido[3,4-d]pyrimidin-4-amine